C1(=CC=CC=C1)N1N=NC(=C1)C(=O)N1CC2=CC=CC=C2C(C1)C=1C(=NN(C1C)C)C (1-Phenyltriazol-4-yl)-[4-(1,3,5-trimethylpyrazol-4-yl)-3,4-dihydro-1H-isoquinolin-2-yl]methanone